C(C1=CC=CC=C1)N1CCC(CC1)OCCCNC(=O)[C@H]1N(C[C@@H](C1)O)C([C@H](C(C)(C)C)N1N=NC(=C1)C1CC1)=O (2S,4R)-N-[3-[(1-benzyl-4-piperidyl)oxy]propyl]-1-[(2S)-2-(4-cyclopropyltriazol-1-yl)-3,3-dimethyl-butanoyl]-4-hydroxy-pyrrolidine-2-carboxamide